benzyl 2-(3-chloro-2-fluorobenzyl)-4-fluoro-3-(2,2,2-trifluoroacetamido)-pyrrolidine-1-carboxylate ClC=1C(=C(CC2N(CC(C2NC(C(F)(F)F)=O)F)C(=O)OCC2=CC=CC=C2)C=CC1)F